C1(CC1)N1CCCCOC2=C(/C=C/C=3C=4N=C(C1=O)C=CC4NN3)C=CC=C2 (17E)-7-cyclopropyl-8,9,10,11-tetrahydro-2H-3,5-ethenopyrazolo[4,3-j][1,6,9]benzoxadiazacyclopentadecin-6(7H)-one